C(CCC)OC(=O)C1=NC=2CCC[C@@H](C2C=C1)N(CCC1=C(C=CC=C1)OCC1=C(C=C(C=C1)C1=CC=C(C=C1)C(F)(F)F)Cl)CCC1=CC=C(C=C1)C(=O)OCCCC butyl-(5S)-5-({2-[4-(butoxycarbonyl) phenyl] ethyl}[2-(2-{[3-chloro-4'-(trifluoromethyl) [biphenyl]-4-yl]methoxy} phenyl) ethyl] amino)-5,6,7,8-tetrahydroquinoline-2-carboxylate